ClC1=NN(C=C1NC=1N=CC2=C(N1)N(C(C(=C2)C2=CC=CC=C2)=O)C[C@@H]2CN(C[C@H]2OC)C(=O)OC(C)(C)C)C tert-butyl (trans)-3-((2-((3-chloro-1-methyl-1H-pyrazol-4-yl)amino)-7-oxo-6-phenylpyrido[2,3-d]pyrimidin-8(7H)-yl)methyl)-4-methoxypyrrolidine-1-carboxylate